oxacyclododecine O1CC=CC=CC=CC=CC=C1